methylisohexenone CCC(C=C(C)C)=O